C(C)(C)(C)OC(=O)N[C@H](CC1=CC2=NC(=CC(=C2S1)N(C(OC(C)(C)C)=O)CC=1OC=CC1)Cl)CO tert-Butyl N-[2-[(2R)-2-(tert-butoxycarbonylamino)-3-hydroxy-propyl]-5-chloro-thieno[3,2-b]pyridin-7-yl]-N-(2-furylmethyl)carbamate